C1=CC=CC=2C3=CC=CC=C3C(C12)COC(=O)N1[C@H](OC([C@@H]1CC(C)C)=O)C.SCCCSCC(CSCCCS)SCCCS 1,2,3-tris-(3'-mercaptopropylthio)propane (9H-fluoren-9-yl)methyl-(4S)-4-isobutyl-(2R,S)-2-methyl-5-oxooxazolidine-3-carboxylate